C(C)(C)(C)OCC(=O)O 2-(tert-butoxy)acetic acid